COC=1C=C(C=CC1OC)C1=CC=NC=2N1N=C(C2)C(=O)NC2=CC=C(C(=O)N[C@@H](C)C(=O)OC)C=C2 methyl (4-(7-(3,4-dimethoxyphenyl)pyrazolo[1,5-a]pyrimidine-2-carboxamido)benzoyl)-L-alaninate